(3R,5R)-3-((6-((S)-1-amino-5,5,5-trifluoro-4,4-dimethylpentyl)-3-(tetrahydro-2H-pyran-4-yl)imidazo[1,2-b][1,2,4]triazin-2-yl)methyl)-5-(trifluoromethyl)piperidin-2-one N[C@@H](CCC(C(F)(F)F)(C)C)C=1N=C2N(N=C(C(=N2)C2CCOCC2)C[C@@H]2C(NC[C@@H](C2)C(F)(F)F)=O)C1